C(C1=CC=CC=C1)OC=1C=C2C(=NC(=NC2=CC1)NC1=CC=C(C=C1)N1CCN(CC1)C(=O)OC(C)(C)C)C(F)(F)F 6-benzyloxy-N-(4-(4-(tert-butoxycarbonyl)piperazin-1-yl)phenyl)-4-trifluoromethylquinazolin-2-amine